ClC1=NC=C2C(=N1)N(N=C2)C2CCC(CC2)O (1r,4r)-4-(6-chloro-1H-pyrazolo[3,4-d]pyrimidin-1-yl)cyclohexan-1-ol